6-tert-butylpyridin C(C)(C)(C)C1=CC=CC=N1